BrC=1C=CC(=NC1)[C@@H](CN[C@H](C1=CC=CC=C1)[C@@H]1CNC2=C(O1)N=CC(=C2)C=2C=NN(C2)C)C |o1:7| (R or S)-2-(5-bromopyridin-2-yl)-N-((R)-((S)-7-(1-methyl-1H-pyrazol-4-yl)-2,3-dihydro-1H-pyrido[2,3-b][1,4]oxazin-3-yl)(phenyl)methyl)propan-1-amine